FCCCCCN1C(C2=CC=CC=C2C1=O)=O 2-(5-fluoropentyl)isoindole-1,3-dione